AMINO-TRIAZINE NC1=NN=NC=C1